C(C1=CC=CC=C1)OCCCC(=O)C1=C(C=C(C=C1C#CC)C(F)(F)F)F 4-benzyloxy-1-[2-fluoro-6-prop-1-ynyl-4-(trifluoromethyl)phenyl]butan-1-one